5-Chloro-8-(2-chloro-6-fluorophenyl)-7-methylimidazo[1,2-c]pyrimidine ClC1=NC(=C(C=2N1C=CN2)C2=C(C=CC=C2F)Cl)C